N,N-diacryloyl ethylenediamine (S)-quinuclidin-3-yl (6-fluoro-5-(3-fluorophenyl)-2,2-dimethyl-2,3-dihydro-1H-inden-1-yl)carbamate FC1=C(C=C2CC(C(C2=C1)NC(O[C@@H]1CN2CCC1CC2)=O)(C)C)C2=CC(=CC=C2)F.C(C=C)(=O)N(CCN)C(C=C)=O